sodium 4-(allyloxy)-4-oxobutyrate C(C=C)OC(CCC(=O)[O-])=O.[Na+]